C12CN(CC(N1)C2)C2=CC(=C(C=C2)NC2=NC=C(C(=N2)C2=CC1=C(C(N(CCS1(=O)=O)C)=O)S2)C(F)(F)F)Cl 7-(2-((4-(3,6-diazabicyclo[3.1.1]heptan-3-yl)-2-chlorophenyl)amino)-5-(trifluoromethyl)pyrimidin-4-yl)-4-methyl-3,4-dihydrothieno[2,3-f][1,4]thiazepin-5(2H)-one 1,1-dioxide